5-chloro-N-(1-(2-methoxy-5-(6-(pyrimidin-5-yl)-1H-7-azaindol-3-yl)-pyridin-3-yl)propyl)-2,6-dimethylpyrimidin-4-amine ClC=1C(=NC(=NC1C)C)NC(CC)C=1C(=NC=C(C1)C1=CNC2=NC(=CC=C12)C=1C=NC=NC1)OC